N1-(7-(4-(dimethylamino)but-1-yn-1-yl)-6-methoxy-2-(piperidine-1-yl)quinazolin-4-yl)-N2,N2-dimethylethane-1,2-diamine CN(CCC#CC1=C(C=C2C(=NC(=NC2=C1)N1CCCCC1)NCCN(C)C)OC)C